2-(6-((5,6-dichloro-2-(trifluoromethyl)-1H-benzo[d]imidazol-1-yl)methyl)pyridin-3-yl)-5-(difluoromethyl)-1,3,4-oxadiazole ClC1=CC2=C(N(C(=N2)C(F)(F)F)CC2=CC=C(C=N2)C=2OC(=NN2)C(F)F)C=C1Cl